C(CCC)S(=O)(=O)C=1C=C(C(=O)NC=2C=C3C(=CNC3=CC2)C=2CC3CCCCN3CC2)C=CC1 5-(3-butanesulfonylbenzoyl)amino-3-(1,4,5,6,7,8,9-heptahydroquinolizin-2-yl)-1H-indole